4-(2-hydroxy-2-propyl)-styrene OC(C)(C)C1=CC=C(C=C)C=C1